CC1=C(C(=O)O)C=CC(=C1)SCC=1C=C2C(NC(=NC2=CC1)NC(C(C)(C)C)=O)=O.C(C)(C)(C)C(N(C(=O)OC(C)(C)C)C1=C(C=CC(=C1)Br)C#N)C(=O)O tert-butyl-N-(5-bromo-2-cyanophenyl)-N-(tert-butoxycarbonyl)glycine methyl-4-(((4-oxo-2-pivalamido-3,4-dihydroquinazolin-6-yl)methyl)thio)benzoate